hydroxytripropylamine OCCCN(CCC)CCC